(2-amino-3-(hydroxymethyl)-6-isopropylphenyl)acetamide NC1=C(C(=CC=C1CO)C(C)C)CC(=O)N